N1NPCC1 diazaphospholan